N-phenyl-3-azabicyclo[3.1.0]hexane-6-carboxamide hydrochloride Cl.C1(=CC=CC=C1)NC(=O)C1C2CNCC12